The molecule is a tetramethoxyflavone that is flavone substituted by am ethoxy group at position 4' and methoxy groups at positions 5, 6, 7 and 8. It derives from a flavone. CCOC1=CC=C(C=C1)C2=CC(=O)C3=C(O2)C(=C(C(=C3OC)OC)OC)OC